CC(C)OC1=CC=C(C=C1)[C@H]1CCNCCC1 |r| (Rac)-4-{4-[(propan-2-yl)oxy]phenyl}azepane